1-N'-(4-fluorophenyl)-1-N-[4-(7-pyridin-4-ylquinolin-4-yl)oxyphenyl]Cyclopropane-1,1-dicarboxamide hydrochloride Cl.FC1=CC=C(C=C1)NC(=O)C1(CC1)C(=O)NC1=CC=C(C=C1)OC1=CC=NC2=CC(=CC=C12)C1=CC=NC=C1